2-hydroxy-2-Methyl-1-phenyl-propan-1-one OC(C(=O)C1=CC=CC=C1)(C)C